1,1,1-TRIFLUORO-2-ISOTHIOCYANATOETHANE FC(CN=C=S)(F)F